ClCC1=CC=C2C(=N1)N(C=N2)C 5-(Chloromethyl)-3-methyl-3H-imidazo[4,5-b]pyridine